ClC1=CC=C(CNC2=NC=C(C=N2)C(=O)NN)C=C1 2-((4-chlorobenzyl)amino)pyrimidine-5-carbohydrazide